4-(2-chloro-5-methylpyrimidin-4-yl)benzonitrile ClC1=NC=C(C(=N1)C1=CC=C(C#N)C=C1)C